ClC1=C(C=CC(=C1)CCO)O 2-Chloro-4-(2-hydroxyethyl)phenol